5-(4-iodo-2-(6-azaspiro[2.5]oct-6-yl)phenyl)-1,3,4-thiadiazole IC1=CC(=C(C=C1)C1=NN=CS1)N1CCC2(CC2)CC1